C(C)(C)C1=C(NC2=CC=C(C=C12)C1CCN(CC1)C1CCOCC1)C=1C(=CC=2N(N1)N=CN2)C 6-(3-isopropyl-5-(1-(tetrahydro-2H-pyran-4-yl)piperidin-4-yl)-1H-indol-2-yl)-7-methyl-[1,2,4]triazolo[1,5-b]pyridazine